C1=2S(NC(C3=CC=CN=C3N3CCC(CCCNC(=CC=C1)N2)C3)=O)(=O)=O 2λ6-thia-3,9,11,18,23-pentaazatetracyclo[17.3.1.111,14.05,10]tetracosa-1(23),5,7,9,19,21-hexaene-2,2,4-trione